2-chloro-4-(pyrrolidin-1-yl)-5,7-dihydro-6H-pyrrolo[3,4-d]Pyrimidine-6-carboxylic acid tert-butyl ester C(C)(C)(C)OC(=O)N1CC=2N=C(N=C(C2C1)N1CCCC1)Cl